S(=O)(=O)(O)O.CON(C1=CC=CC=C1)C1=CC=CC=C1 methoxydiphenyl-amine sulfate